3-(1-piperidinylsulfonyl)benzoic acid N1(CCCCC1)S(=O)(=O)C=1C=C(C(=O)O)C=CC1